dihydrophenyl-glycine sodium salt [Na+].C1(CC=CC=C1)NCC(=O)[O-]